FC=1C=C2C=C(NC2=C(C1)F)C1=CC=C(C#N)C=C1 4-(5,7-difluoro-1H-indol-2-yl)-benzonitrile